C(C1=CC=CC=C1)OC(=O)N[C@H](C(=O)OC)C(C)(C)C methyl (S)-2-(((benzyloxy) carbonyl) amino)-3,3-dimethylbutyrate